1-isopropyl-N-(4-phenyl-2-(2-oxa-6-azaspiro[3.3]heptan-6-yl)pyridin-3-yl)-1H-pyrazole-4-carboxamide C(C)(C)N1N=CC(=C1)C(=O)NC=1C(=NC=CC1C1=CC=CC=C1)N1CC2(COC2)C1